CC(COCCOC)(C(CC(C(C)(C)C)=O)=O)C 2,2,6,6-tetramethyl-1-(2-methoxyethoxy)heptane-3,5-dione